3-((5-chloro-2-((2-(difluorometh-oxy)-4-(4-(pyrrolidin-1-yl)piperidin-1-yl)phenyl)amino)pyrimidin-4-yl)amino)thiophene-2-carboxamide ClC=1C(=NC(=NC1)NC1=C(C=C(C=C1)N1CCC(CC1)N1CCCC1)OC(F)F)NC1=C(SC=C1)C(=O)N